Methyl (S)-6-(2-(trifluoromethyl)pyrrolidin-1-yl)quinoline-4-carboxylate FC([C@H]1N(CCC1)C=1C=C2C(=CC=NC2=CC1)C(=O)OC)(F)F